amino-1,8-heptadecanedicarboxylic acid NC(CCCCCCC(CCCCCCCCC)C(=O)O)C(=O)O